(R)-N-[3-(5-fluoro-2-[[6-(hydroxymethyl)pyridin-3-yl]amino]pyrimidin-4-yl)-1H-indol-7-yl]-3-methoxy-2-(4-methylpiperazin-1-yl)propanamide FC=1C(=NC(=NC1)NC=1C=NC(=CC1)CO)C1=CNC2=C(C=CC=C12)NC([C@@H](COC)N1CCN(CC1)C)=O